(E)-N-(4-((3-chloro-4-(pyridin-2-ylmethoxy)phenyl)amino)-3-cyano-7-ethoxy-2-ethylquinolin-6-yl)-4-(dimethylamino)but-2-enamide ClC=1C=C(C=CC1OCC1=NC=CC=C1)NC1=C(C(=NC2=CC(=C(C=C12)NC(\C=C\CN(C)C)=O)OCC)CC)C#N